3-bromo-6-chloro-4-fluoro-1H-pyrrolo[2,3-b]pyridine BrC1=CNC2=NC(=CC(=C21)F)Cl